tert-butyl ((3S,4S)-8-(5-bromo-3-formyl-6-methylpyrazin-2-yl)-3-methyl-2-oxa-8-azaspiro[4.5]decan-4-yl)carbamate BrC=1N=C(C(=NC1C)N1CCC2([C@@H]([C@@H](OC2)C)NC(OC(C)(C)C)=O)CC1)C=O